tert-butyl (2R,5S)-2-((R)-(5-fluoropyridin-3-yl)(hydroxy)methyl)-5-(4-methoxybenzyl)pyrrolidine-1-carboxylate FC=1C=C(C=NC1)[C@H]([C@@H]1N([C@@H](CC1)CC1=CC=C(C=C1)OC)C(=O)OC(C)(C)C)O